COC1=C(C=CC(=N1)C=1C=NC(=NC1)CNC(OC(C)(C)C)=O)NC(=O)C1=C(N=NN1C)C1=CC=CC=C1 tert-butyl ((5-(6-methoxy-5-(1-methyl-4-phenyl-1H-1,2,3-triazole-5-carboxamido)pyridin-2-yl)pyrimidin-2-yl)methyl)carbamate